2-(2,6-dioxopiperidin-3-yl)-5-((4-(3-methoxyphenyl)piperazin-1-yl)methyl)isoindoline-1,3-dione O=C1NC(CCC1N1C(C2=CC=C(C=C2C1=O)CN1CCN(CC1)C1=CC(=CC=C1)OC)=O)=O